acrylic acid, 2-naphthyl ester C(C=C)(=O)OC1=CC2=CC=CC=C2C=C1